methyl-1,3-dioxo-2H-isoindol-2-acetic acid CC1=C2C(N(C(C2=CC=C1)=O)CC(=O)O)=O